P(=O)(O)(O)O.FC(S(=O)(=O)NC=1C(=C(C2=CC=CC=C2C1)C1=CC=CC2=CC=CC=C12)O)(F)F N-trifluoromethanesulfonyl-binaphtholamine phosphate